methyl (3S)-3-(2-(5-(2-(dimethylamino)ethyl)-2-oxo-4-(trifluoromethyl)pyridin-1(2H)-yl)-4-methylpentanamido)-3-(4-(2,6-dimethylphenyl)-6-(prop-1-yn-1-yl)pyridin-2-yl)propanoate CN(CCC=1C(=CC(N(C1)C(C(=O)N[C@@H](CC(=O)OC)C1=NC(=CC(=C1)C1=C(C=CC=C1C)C)C#CC)CC(C)C)=O)C(F)(F)F)C